(R)-4-((2-(2,2-Difluoro-1-methylcyclopropyl)-1H-imidazol-4-yl)methyl)pyridine FC1([C@@](C1)(C)C=1NC=C(N1)CC1=CC=NC=C1)F